C12N(CC(CC1)C2)CCOC=2C=C(C=1N(C2)N=CC1C#N)C=1C=NC(=CC1)N1CCN(CC1)CC=1C=NC(=CC1)OC 6-(2-(2-azabicyclo[2.2.1]hept-2-yl)ethoxy)-4-(6-(4-((6-methoxypyridine-3-yl)methyl)piperazin-1-yl)pyridin-3-yl)pyrazolo[1,5-a]pyridine-3-carbonitrile